(S)-4-benzyl-3-(5-bromopyridin-2-yl)oxazolidin-2-one Ethyl-2-(3-{[(tert-butoxy)carbonyl](hexyloxy)amino}-4-methylpentanoyl)-1,3-thiazole-4-carboxylate C(C)OC(=O)C=1N=C(SC1)C(CC(C(C)C)N(OCCCCCC)C(=O)OC(C)(C)C)=O.C(C1=CC=CC=C1)[C@@H]1N(C(OC1)=O)C1=NC=C(C=C1)Br